C(C)(C)(C)OC(=O)N1C(COCC1)C(=O)O 4-(tert-Butoxycarbonyl)morpholine-3-carboxylic acid